6-[(6-Aminopyridazin-3-yl)(methyl)amino]pyridine-2-carboxylic acid methyl ester COC(=O)C1=NC(=CC=C1)N(C)C=1N=NC(=CC1)N